potassium di-sodium [Na].[Na].[K]